COC(=O)C1=C(NC(=C(C1C1=CC(=CC=C1)[N+](=O)[O-])C(=O)OC)C)C 2,6-dimethyl-4-(3-nitrophenyl)-1,4-dihydropyridine-3,5-dicarboxylic acid dimethyl ester